O=C1C2=C(N(C(N1)=S)CC1=C(C#N)C=C(C=C1)C=C)C=CN2 ((4-oxo-2-thioxo-2,3,4,5-tetrahydro-1H-pyrrolo[3,2-d]pyrimidin-1-yl)methyl)-5-vinylbenzonitrile